Lanthanum tris(hexamethyldisilazide) C[Si]([N-][Si](C)(C)C)(C)C.C[Si]([N-][Si](C)(C)C)(C)C.C[Si]([N-][Si](C)(C)C)(C)C.[La+3]